7-cyclobutoxy-N-(1-(2-fluorocyclopropyl)-2-oxo-1,2-dihydropyridin-3-yl)-2-(1-methyl-2-oxabicyclo[2.1.1]hex-4-yl)imidazo[1,2-a]pyrimidine-6-carboxamide C1(CCC1)OC1=NC=2N(C=C1C(=O)NC=1C(N(C=CC1)C1C(C1)F)=O)C=C(N2)C21COC(C2)(C1)C